2-furancarboxylic acid 2-phenylethyl ester C1(=CC=CC=C1)CCOC(=O)C=1OC=CC1